2-(2-chlorophenyl)-N-(3-{[(dimethylamino)methylidene]Sulfamoyl}-4-[2-(ethylamino)pyrimidin-5-yl]Phenyl)acetamide ClC1=C(C=CC=C1)CC(=O)NC1=CC(=C(C=C1)C=1C=NC(=NC1)NCC)S(N=CN(C)C)(=O)=O